ethyl-2H-triazole C(C)N1N=CC=N1